3-Amino-1-(5-methyl-2-pyridinyl)pyridin-2-one 2-picolyliminodiacetate N1=C(C=CC=C1)CN(CC(=O)O)CC(=O)O.NC=1C(N(C=CC1)C1=NC=C(C=C1)C)=O